C(=O)(O)C1=C(C=CC=C1)CCC(=O)O 3-(2-carboxyphenyl)propionic acid